Butanediol CCCC(O)O